C(C=C)(=O)NC1=CC=C(C(=O)NC=2C3=C(NN2)C2(N(C3)C(=O)N[C@H](CN(C)C)C3=CC=CC=C3)CCCCC2)C=C1 (S)-3'-(4-acrylamidobenzamido)-N-(2-(dimethylamino)-1-phenylethyl)-1',4'-dihydro-5'H-spiro[cyclohexane-1,6'-pyrrolo[3,4-c]pyrazole]-5'-carboxamide